COC1=C(C(=CC=2N(C(=NC21)COC)C)C(F)(F)F)C2=CC=CN1C(=CC(=C21)NC)C(=O)C2=CC(=C(C(=C2)F)F)F (8-(4-methoxy-2-(methoxymethyl)-1-methyl-6-(trifluoromethyl)-1H-benzo[d]imidazol-5-yl)-1-(methylamino)indolizin-3-yl)(3,4,5-trifluorophenyl)methanone